NC1=CC=C(C=C1)C1=C(C=2N=CN=C(C2N1C1=CC(=C(C(=C1)F)OCC1=CC=CC=C1)F)O)C 6-(4-aminophenyl)-5-[4-(benzyloxy)-3,5-difluorophenyl]-7-methylpyrrolo[3,2-d]pyrimidin-4-ol